Tert-Butyl ((3S,4S)-4-methoxypent-1-yn-3-yl)carbamate CO[C@H]([C@H](C#C)NC(OC(C)(C)C)=O)C